9-bromo-6-methyl-5,6-dihydrobenzo[f]imidazo[1,2-d][1,4]oxazepine BrC1=CC2=C(C=3N(CC(O2)C)C=CN3)C=C1